4-((1H-Indazol-4-yl)amino)-N-(4-(4-methylpiperazin-1-yl)phenyl)-2-oxo-1,2-dihydropyridine-3-carboxamide N1N=CC2=C(C=CC=C12)NC1=C(C(NC=C1)=O)C(=O)NC1=CC=C(C=C1)N1CCN(CC1)C